CC1=C(C(=CC(=C1)C)C)/C=C/CSC (trans)-(3-(2,4,6-trimethylphenyl)allyl)(methyl)sulfur